N1=CC(=CC=C1)C=1C=CC(=C(C(=O)N)C1)N1C[C@H](CC1)OC1=NC=C(C=C1)C(F)(F)F (S)-5-(pyridin-3-yl)-2-(3-(5-(trifluoromethyl)pyridin-2-yloxy)pyrrolidin-1-yl)benzamide